P(O)(O)O.CC1=C(C(=O)[Li])C(=CC(=C1)C)C 2,4,6-trimethyl-benzoyl-lithium phosphite